FC(S(=O)(=O)OC1=C2C(=NC=C1)SC(=C2C#N)NC(=O)OC(C)(C)C)(F)F [2-(tert-butoxycarbonylamino)-3-cyano-thieno[2,3-b]pyridin-4-yl] trifluoromethanesulfonate